C1=CC=C(C=C1)N(C2=CC=CC=C2)C3=CC(=CC=C3)O 3-hydroxytriphenylamine